1-((7-((4-chlorobenzyl)carbamoyl)-1,6-dioxo-1,3,4,6-tetrahydro-2H-pyrido[1,2-a]pyrazin-2-yl)methyl)cyclopropane-1-carboxylic acid ClC1=CC=C(CNC(=O)C2=CC=C3N(CCN(C3=O)CC3(CC3)C(=O)O)C2=O)C=C1